Br[C@@H](C(=O)OC)C1=CC(=CC=C1)F |r| methyl (2RS)-2-bromo-2-(3-fluorophenyl)acetate